naphthalenedimethanol C=1(C(=CC=C2C=CC=CC12)CO)CO